2-amino-5-(4-chlorophenyl)-4-oxo-4,5-dihydrofuran-3-yl-5-d ethane-1-sulfonate C(C)S(=O)(=O)OC1=C(OC(C1=O)([2H])C1=CC=C(C=C1)Cl)N